3-isopropyl-5-methyl-N-(piperidin-4-yl)pyrazolo[1,5-a]Pyrimidin-7-amine C(C)(C)C=1C=NN2C1N=C(C=C2NC2CCNCC2)C